C(C)(=O)C=1C=CC(=NC1)CN1C(N(C=2N=CN(C2C1=O)CC1CC1)C)=O 1-[(5-acetyl-2-pyridyl)methyl]-7-(cyclopropylmethyl)-3-methyl-1H-purine-2,6-dione